C1(=CCCCCCCCCC1)C1=CCCCCCCCCC1 Bicycloundecene